Cl.O1CCN(CC1)C1=CC(=NC=2N1N=C(C2)C2=CC=NC=C2)NC2=CC(=NN2)C=2C=C(C=CC2)C 7-morpholino-N-[3-(m-tolyl)-1H-pyrazol-5-yl]-2-(4-pyridinyl)pyrazolo[1,5-a]pyrimidin-5-amine hydrogen chloride salt